ClC1=NC=2N(C(=C1)NCC1=CN=C3N1C=CC=C3)N=CC2C(C)C 5-chloro-N-(imidazo[1,2-a]pyridin-3-ylmethyl)-3-isopropylpyrazolo[1,5-a]pyrimidin-7-amine